BrC=1C=C2C(=NC1)NN=C2\C=C\C2CC2 (E)-5-bromo-3-(2-cyclopropylvinyl)-1H-pyrazolo[3,4-b]pyridine